O=C1N(C(SC1)=NC(N)=O)C1=CC2=C(OCO2)C=C1COCC(F)(F)F 3-(4-oxo-3-(6-((2,2,2-trifluoroethoxy)methyl)benzo[d][1,3]dioxol-5-yl)thiazolidin-2-ylidene)urea